OC=1C=CC2=C(N=C(S2)CNC(OC(C)(C)C)=O)C1 tert-butyl ((5-hydroxybenzo[d]thiazol-2-yl)methyl)carbamate